4-hydroxy-6-phenethyl-pyran-2-one OC1=CC(OC(=C1)CCC1=CC=CC=C1)=O